N1C=C(C2=CC=CC=C12)C1CN(CC1)CCCC#N 4-[3-(1H-indol-3-yl)pyrrolidin-1-yl]butyronitrile